(S)-N-(amino(4-(2-hydroxypropan-2-yl)thiophen-2-yl)(oxo)-λ6-sulfaneylidene)-2-(6-ethyl-4-isopropyl-1,3-dihydroisobenzofuran-5-yl)acetamide N[S@@](=NC(CC=1C(=C2COCC2=CC1CC)C(C)C)=O)(=O)C=1SC=C(C1)C(C)(C)O